neodymium (1-methylheptyl)(2-ethylhexyl)phosphonate CC(CCCCCC)OP([O-])(=O)CC(CCCC)CC.[Nd+3].CC(CCCCCC)OP([O-])(=O)CC(CCCC)CC.CC(CCCCCC)OP([O-])(=O)CC(CCCC)CC